N1(CCN(CC1)S(=O)(=O)F)S(=O)(=O)F piperazine-1,4-disulfonyl difluoride